bis-(3-ethoxysilylpropyl) disulfide C(C)O[SiH2]CCCSSCCC[SiH2]OCC